ClC1=C(N=C(NC1=O)C1=CC(=NC=C1)F)N1[C@H](CNCC1)C(F)(F)F 5-chloro-2-(2-fluoro-4-pyridinyl)-4-[2(R)-(trifluoromethyl)piperazin-1-yl]-1H-pyrimidin-6-one